2-(4-acetylphenoxy)-N-(3-(5-carbamimidoylthiophen-3-yl)phenyl)-2-methylpropanamide C(C)(=O)C1=CC=C(OC(C(=O)NC2=CC(=CC=C2)C2=CSC(=C2)C(N)=N)(C)C)C=C1